ortho-chlorobenzamide ClC1=C(C(=O)N)C=CC=C1